(R)-7-((6-([1,3'-bipyrrolidin]-1'-yl)pyridin-2-yl)amino)-4-(1-methyl-1H-pyrrolo[2,3-b]pyridin-4-yl)-2,3-dihydro-1H-pyrrolo[3,4-c]pyridin-1-one N1(CCCC1)[C@H]1CN(CC1)C1=CC=CC(=N1)NC=1C2=C(C(=NC1)C1=C3C(=NC=C1)N(C=C3)C)CNC2=O